9-{[4-(1-methylethyl)phenyl]sulfonyl}-3,4-dihydropyrido[2,1-c][1,2,4]thiadiazine 2,2-dioxide CC(C)C1=CC=C(C=C1)S(=O)(=O)C1=CC=CN2C1=NS(CC2)(=O)=O